CC=1C(=C(C=CC1)O)C(C)(C)C methyl-t-butylphenol